4-(4-bromophenyl)-8-phenyl-5,8-dihydrodifurano[3,4-b:3',4'-e]pyridine-1,7(3H,4H)-dione BrC1=CC=C(C=C1)N1C2=C(C(C3=C1COC3=O)C3=CC=CC=C3)C(OC2)=O